1-fluoromethyl-sulfonate FCS(=O)(=O)[O-]